C(C)N(CCN1C(=NC2=C1C=CC(=C2)[N+](=O)[O-])CC2=CC=C(C=C2)O)CC 4-((1-(2-(diethylamino)ethyl)-5-nitro-1H-benzo[d]imidazol-2-yl)methyl)phenol